3,5-dichloro-N-(2,8-dimethyl-4-oxo-3-(2-(2-(trifluoromethyl)phenyl)cyclobutyl)-3,4-dihydroquinazolin-5-yl)-4-hydroxybenzoamide ClC=1C=C(C(=O)NC2=C3C(N(C(=NC3=C(C=C2)C)C)C2C(CC2)C2=C(C=CC=C2)C(F)(F)F)=O)C=C(C1O)Cl